O=C1N(CCC(N1)=O)C1=NN(C2=CC(=CC=C12)N[C@H]1[C@@H](CN(CC1)C1=NC=C(C(=N1)NC=1C=C2CC(N(C2=CC1)C)=O)C#N)C)C 2-((3R,4R)-4-((3-(2,4-dioxotetrahydropyrimidin-1(2H)-yl)-1-methyl-1H-indazol-6-yl)amino)-3-methylpiperidin-1-yl)-4-((1-methyl-2-oxoindol-5-yl)amino)pyrimidine-5-carbonitrile